CC1C(CC2NC(C=3C=NC4=C(C[C@]5(C(NC=6N=CC(CCCN(CCCCCN1C2=O)C)=CC56)=O)C4)C3)=O)C3=CC=CC=C3 (1S)-13,20-dimethyl-12-phenyl-5,9,14,20,26,28-hexazahexacyclo[22.5.2.11,4.13,7.110,14.027,30]tetratriaconta-3,5,7(33),24(31),25,27(30)-hexaene-8,29,32-trione